ClC1=C(C=C(OCC(=O)NC23CC(C2)(C3)NC(=O)C3OC2=C(C(C3)O)C=C(C=C2)C)C=C1)F N-{3-[2-(4-chloro-3-fluorophenoxy)acetamido]bicyclo[1.1.1]pentan-1-yl}-4-hydroxy-6-methyl-3,4-dihydro-2H-1-benzopyran-2-carboxamide